dicyclohexyl-(2-naphthyl)phosphine C1(CCCCC1)P(C1=CC2=CC=CC=C2C=C1)C1CCCCC1